(4-aminoimidazo[1,5-a]quinoxalin-8-yl)2-(4-(trifluoromethoxy)phenyl)piperidin-1-yl-methanone NC=1C=2N(C3=CC(=CC=C3N1)C(=O)N1C(CCCC1)C1=CC=C(C=C1)OC(F)(F)F)C=NC2